C(C=C)N1N(C2=NC(=NC=C2C1=O)NC=1C=C2C=NN(C2=CC1)C)C1=CC=CC(=N1)OC1CC(N(CC1)C(=O)OC(C)(C)C)C tert-butyl 4-((6-(2-allyl-6-((1-methyl-1H-indazol-5-yl)amino)-3-oxo-2,3-dihydro-1H-pyrazolo[3,4-d]pyrimidin-1-yl)pyridin-2-yl)oxy)-2-methylpiperidine-1-carboxylate